2-((2S)-2-(1-methyl-1H-pyrazol-4-yl)-4-morpholinyl)pyrido[2,3-d]pyrimidine CN1N=CC(=C1)[C@H]1CN(CCO1)C=1N=CC2=C(N1)N=CC=C2